C[NH+]1CCCCC1C 1,6-dimethylpiperidinium